CNC(O[C@H]1C[C@]2(CCCN2C1)COC=1N=C(C2=C(N1)C(=C(N=C2)C2=CC=CC1=CC=CC(=C21)Cl)F)N2C[C@H]1CC[C@@H](C2)N1)=O (2S,7aR)-7a-(((4-((1R,5S)-3,8-diazabicyclo[3.2.1]octan-3-yl)-7-(8-chloronaphthalen-1-yl)-8-fluoropyrido[4,3-d]pyrimidin-2-yl)oxy)methyl)hexahydro-1H-pyrrolizin-2-yl Methylcarbamate